COC=1C=C(C(=O)N(C=CC2=CC=CC=C2)C)C=CC1 3-methoxy-N-methyl-N-styryl-benzamide